[4-[[5-[[(2S)-2-(4,5-dichloro-6-oxo-pyridazin-1-yl)propanoyl]amino]-2-methyl-phenyl]sulfonylamino]butyl]carbamate ClC=1C=NN(C(C1Cl)=O)[C@H](C(=O)NC=1C=CC(=C(C1)S(=O)(=O)NCCCCNC([O-])=O)C)C